4-(6-(1-imino-1-thiomorpholino)pyridin-3-yl)-6-(1-methyl-1H-pyrazol-4-yl)pyrazolo[1,5-a]pyrazine-3-carbonitrile N=S1CCN(CC1)C1=CC=C(C=N1)C=1C=2N(C=C(N1)C=1C=NN(C1)C)N=CC2C#N